FC(CN1N=CC(=C1)C1=NC(=NC=C1C(F)(F)F)NC1CCN(CC1)S(=O)(=O)C1CC(CCC1)CO)(F)F (3-((4-((4-(1-(2,2,2-Trifluoroethyl)-1H-pyrazol-4-yl)-5-(trifluoromethyl)pyrimidin-2-yl)amino)piperidin-1-yl)sulfonyl)cyclohexyl)methanol